ClC=1C(=C(C=O)C=C(C1OC)F)F 3-chloro-2,5-difluoro-4-methoxybenzaldehyde